C(CCC)OCCOC=C(C1=CC=CC=C1)C1=CC=CC=C1 (2-(2-butoxyethoxy)ethene-1,1-diyl)dibenzene